ClC1=NN=C(C2=CC=C(C=C12)C1=CC=C(C=C1)F)C1CCOCC1 4-Chloro-6-(4-fluorophenyl)-1-(tetrahydro-2H-pyran-4-yl)phthalazine